BrC=1C=C(C=CC1O)C1N(C(C2=CC(=CC=C2C1C(=O)[O-])F)=O)C1=CC(=C(C=C1)C(C)(C)C)Cl 3-(3-bromo-4-hydroxyphenyl)-2-(4-(tert-butyl)-3-chlorophenyl)-7-fluoro-1-oxo-1,2,3,4-tetrahydroisoquinoline-4-carboxylate